2-Methyl-1H-benzo[d]Imidazol CC1=NC2=C(N1)C=CC=C2